((4r,5s,7r,8r,9s,10r)-8,10-dihydroxy-7-(hydroxymethyl)-9-(4-(3,4,5-trifluorophenyl)-1H-1,2,3-triazol-1-yl)-1,6-dioxaspiro[4.5]dec-4-yl)-6-fluoro-2-methylquinoline-4-carboxamide O[C@H]1[C@H](O[C@@]2([C@H](CCO2)C=2C(=NC3=CC=C(C=C3C2C(=O)N)F)C)[C@@H]([C@H]1N1N=NC(=C1)C1=CC(=C(C(=C1)F)F)F)O)CO